ClCC(=O)C1=CNC2=NC=C(C=C21)C 2-chloro-1-(5-methyl-1H-pyrrolo[2,3-b]pyridin-3-yl)ethan-1-one